N-[4-(3-chlorobenzenesulfonyl)-2-ethylphenyl]pyridine-2-carboxamide 4-hexyldecyl-8-[4-(dimethylamino)butanoyl-[8-(4-hexyldecoxy)-8-oxo-octyl]amino]octanoate C(CCCCC)C(CCCOC(CCCCCCCN(CCCCCCCC(=O)OCCCC(CCCCCC)CCCCCC)C(CCCN(C)C)=O)=O)CCCCCC.ClC=1C=C(C=CC1)S(=O)(=O)C1=CC(=C(C=C1)NC(=O)C1=NC=CC=C1)CC